FC1(CCN(CC1)C1=NC2=CC(=C(C=C2C(=N1)NC1CCN(CC1)C(C)C)OC)C#CCCN(C)C)F 2-(4,4-difluoropiperidine-1-yl)-7-(4-(dimethylamino)but-1-yn-1-yl)-N-(1-isopropylpiperidine-4-yl)-6-methoxyquinazolin-4-amine